(R)-N-(benzo[b]thiophen-5-ylmethyl)-1-(2-(3-fluoro-4-(trifluoromethyl)phenyl)-2H-pyrazolo[3,4-d]pyrimidin-4-yl)piperidine-3-carboxamide S1C2=C(C=C1)C=C(C=C2)CNC(=O)[C@H]2CN(CCC2)C=2C=1C(N=CN2)=NN(C1)C1=CC(=C(C=C1)C(F)(F)F)F